5-chloro-3-ethyl-2-hydroxybenzoic acid ClC=1C=C(C(=C(C(=O)O)C1)O)CC